CC=1C=C(C=C(C1)C)C1=NN(C(=C1O)C)C 3-(3,5-dimethylphenyl)-1,5-dimethyl-1H-pyrazol-4-ol